1-(4-(4-(4-bromophenyl)piperazin-1-yl)phenyl)-3-((2S,3S)-2-hydroxypentan-3-yl)urea BrC1=CC=C(C=C1)N1CCN(CC1)C1=CC=C(C=C1)NC(=O)N[C@H]([C@H](C)O)CC